2''-[(2R)-3-{[tert-butyl-(diphenyl)silyl]oxy}-2-methylpropyl]-5''-fluorodispiro[[1,3]dioxolane-2,1'-cyclohexane-4',1''-isoindol]-3''(2''H)-one C(C)(C)(C)[Si](OC[C@@H](CN1C2(C3=CC=C(C=C3C1=O)F)CCC1(CC2)OCCO1)C)(C1=CC=CC=C1)C1=CC=CC=C1